octatoluyl-cyclotetrasiloxane C1(=C(C=CC=C1)[Si]1(O[Si](O[Si](O[Si](O1)(C1=C(C=CC=C1)C)C1=C(C=CC=C1)C)(C1=C(C=CC=C1)C)C1=C(C=CC=C1)C)(C1=C(C=CC=C1)C)C1=C(C=CC=C1)C)C1=C(C=CC=C1)C)C